C(#N)C1=NC(=NC(=C1)C)N1CCN(CC1)S(=O)(=O)C1=CC=C(C=C1)NC(=O)C1=C(OS(=O)(=O)N2CCN(CC2)C(=O)OC(C)(C)C)C=CC=C1 tert-butyl 4-((2-((4-((4-(4-cyano-6-methylpyrimidin-2-yl)piperazin-1-yl)sulfonyl)phenyl)carbamoyl)phenoxy)sulfonyl)piperazine-1-carboxylate